1-((4-chloro-3-methylpyridin-2-yl)(mercapto)methyl)-4,4-difluorocyclohexan-1-ol ClC1=C(C(=NC=C1)C(C1(CCC(CC1)(F)F)O)S)C